(6aR,10aR)-1-hydroxy-6,6,9-trimethyl-3-propyl-6a,7,8,10a-tetrahydrobenzo[c]chromene-2-carboxylic acid OC1=C2[C@H]3[C@H](C(OC2=CC(=C1C(=O)O)CCC)(C)C)CCC(=C3)C